OC1CCC2=C(C(=CC=C12)[N+](=O)[O-])OC=1C=C(C(=O)N(C)C)C=CC1 3-[(1-hydroxy-5-nitro-2,3-dihydro-1H-inden-4-yl)oxy]-N,N-dimethylbenzamide